ClC=1C=C(C=CC1)C(=O)N1CCC(CC1)CCCCNC(=O)C=1C=CC=2N(C1)C=CN2 N-(4-{1-[(3-chlorophenyl)carbonyl]piperidin-4-yl}butyl)imidazo[1,2-a]pyridine-6-carboxamide